C(C)(C)(C)OC(=O)N1CC2(CCC1)CCN(CC2)C2=NC=C(C=C2)C=2C=1N(C=C(C2)OCC)N=C2C1C=NN2 9-(5-(6-ethoxy-1H-pyrazolo[3',4':3,4]pyrazolo[1,5-a]pyridin-4-yl)pyridin-2-yl)-2,9-diazaspiro[5.5]undecane-2-carboxylic acid tert-butyl ester